NC1(CCC2(OCCO2)CC1)C(=O)O 8-amino-1,4-dioxaspiro[4.5]decane-8-carboxylic acid